C(C)(C)(C)NC1=NC=C(C(=C1)C=1C=C2N(C[C@@H](N(C2=O)CC2=C(C=CC(=C2)F)CO)COC)C1)Cl (R)-7-(2-(TERTbutylamino)-5-chloropyridine-4-yl)-2-(5-fluoro-2-(hydroxymethyl)benzyl)-3-(methoxymethyl)-3,4-dihydropyrrolo[1,2-a]pyrazine-1(2H)-one